C1(=CC=CC=C1)C1C2=CC=CC=C2CC=2C=CC=CC12 9-phenyl-9,10-dihydroanthracene